CC1=NN2C(=NC(=CC2=N1)NC(C)=O)C1=CC=C(C=C1)S(=O)(=O)C N-[2-methyl-5-(4-methylsulfonylphenyl)-[1,2,4]triazolo[1,5-c]pyrimidin-7-yl]acetamide